(S)-2-Amino-1,2,3,4-tetrahydro-6-methoxy-naphthalene N[C@@H]1CC2=CC=C(C=C2CC1)OC